N,N-bis(2-hydroxyethyl)-N-methyl-benzylammonium bromide [Br-].OCC[N+](C)(CCO)CC1=CC=CC=C1